2-methyl-5-((4-methyloxazol-2-yl)methoxy)benzofuran-3-carboxylic acid CC=1OC2=C(C1C(=O)O)C=C(C=C2)OCC=2OC=C(N2)C